BrC=1C=NN2C1N=C1C(=C2N[C@@H]2C[C@H](CC2)NC(OC(C)(C)C)=O)CC(C12CCCC2)CC tert-Butyl ((1S,3S)-3-((3-bromo-6-ethyl-6,7-dihydrospiro[cyclopenta[d]pyrazolo[1,5-a]pyrimidine-5,1'-cyclopentane]-8-yl)amino)cyclopentyl)carbamate